ClC1=NC(=C2C(=N1)NN=C2)N2CCC1(CN3N([C@@H](CC3)C3=CC(=CC(=C3)F)F)C1=O)CC2 (S)-1-(6-chloro-1H-pyrazolo[3,4-d]pyrimidin-4-yl)-7'-(3,5-difluorophenyl)dihydro-1'H,3'H,5'H-spiro[piperidine-4,2'-pyrazolo[1,2-a]pyrazol]-1'-one